C(C1=CC=CC=C1)NC(=O)C=1OC=C(N1)C1=NC(=NC=C1C)NC1=CC=NN1C N-benzyl-4-(5-methyl-2-((1-methyl-1H-pyrazol-5-yl)amino)pyrimidin-4-yl)oxazole-2-carboxamide